FC1=C(C=CC=C1F)NC=1C(=C(N2C1C(NCC2(C)C)=O)COC)C=2C1=C(N=CN2)C=CS1 (R)-8-((2,3-difluorophenyl)amino)-6-(methoxymethyl)-4,4-dimethyl-7-(thieno[3,2-d]pyrimidin-4-yl)-3,4-dihydropyrrolo[1,2-a]pyrazin-1(2H)-one